NC1=NC=CC=C1C1=NC=2C(=NC(=CC2)N2N=CC=C2)N1C=1C=C2CC[C@@H](C2=CC1)NC(C1=CC(=NC=C1)F)=O (S)-N-(5-(2-(2-aminopyridin-3-yl)-5-(1H-pyrazol-1-yl)-3H-imidazo[4,5-b]pyridin-3-yl)-2,3-dihydro-1H-inden-1-yl)-2-fluoroisonicotinamide